difluoropyrido[2,1-c][1,4]thiazine FC1=CN2C(=C(S1)F)C=CC=C2